[OH-].OC[PH3+] hydroxymethyl-phosphonium hydroxide